5,5-Di(prop-2-ynyl)-2-(3H-spiro[isobenzofuran-1,4'-piperidine]-1'-yl)oxazol C(C#C)C1(C=NC(O1)N1CCC2(CC1)OCC1=CC=CC=C12)CC#C